N=1NN=NC1C=1C(=NC=CC1)NC1=CC=C(C=C1)C(F)(F)F (2H-tetrazol-5-yl)-N-(4-(trifluoromethyl)phenyl)pyridin-2-amine